tert-butyl 6-(7-bromo-4-(2-chlorophenyl)-3-cyanoquinolin-2-yl)-5-methyl-2,6-diazaspiro[3.4]octane-2-carboxylate BrC1=CC=C2C(=C(C(=NC2=C1)N1C(C2(CN(C2)C(=O)OC(C)(C)C)CC1)C)C#N)C1=C(C=CC=C1)Cl